p-methylsulfonylbenzylserine magnesium salt [Mg+2].CS(=O)(=O)C1=CC=C(CN[C@@H](CO)C(=O)[O-])C=C1.CS(=O)(=O)C1=CC=C(CN[C@@H](CO)C(=O)[O-])C=C1